4-(4-(2-(bicyclo[1.1.1]pent-1-ylamino)pyrimidin-4-yl)-4,5,6,7-tetrahydropyrazolo[1,5-a]pyrimidin-2-yl)-2-(thiazol-2-yl)but-3-yn-2-ol C12(CC(C1)C2)NC2=NC=CC(=N2)N2C=1N(CCC2)N=C(C1)C#CC(C)(O)C=1SC=CN1